CO[C@H]1[C@@H]([C@@H]([C@H]([C@H](O1)CO)O)O)O α-Methyl Glucopyranoside